O[C@@]1([C@@H](CC[C@H](C1)C)C(C)C)C(=O)NCCC=1C=NC=CC1 (1S,2S,5R)-1-hydroxy-2-isopropyl-5-methyl-N-[2-(3-pyridyl)ethyl]cyclohexanecarboxamide